(R)-N-(1-(3-(difluoromethyl)-2-fluorophenyl)ethyl)-3-(3-methoxyazetidin-1-yl)-8-methylpyrido[2,3-d]pyridazin-5-amine FC(C=1C(=C(C=CC1)[C@@H](C)NC1=C2C(=C(N=N1)C)N=CC(=C2)N2CC(C2)OC)F)F